phenoxyphosphonium hydroxide [OH-].O(C1=CC=CC=C1)[PH3+]